3-((6-(4-Chloro-3-(trifluoromethyl)phenoxy)-5-fluoropyridin-3-yl)methoxy)-7,8,8a,9-tetrahydropyrrolo[1',2':3,4]imidazo[1,2-c]pyrimidin-1(6H)-one ClC1=C(C=C(OC2=C(C=C(C=N2)COC=2C=C3N(C(N2)=O)CC2N3CCC2)F)C=C1)C(F)(F)F